O=C1N(CC2=CC(=CC=C12)C1CCN(CC1)CC1=NC=CN=C1)C1C(NC(CC1)=O)=O 3-(1-oxo-5-(1-(pyrazin-2-ylmethyl)piperidin-4-yl)isoindolin-2-yl)piperidine-2,6-dione